5-(N-(2-((N-((5-bromofuran-2-yl)methyl)pivaloylamino)methyl)-4-chlorophenyl)-N-ethylsulfamoyl)-3-Methylbenzofuran-2-carboxylic acid BrC1=CC=C(O1)CN(C(C(C)(C)C)=O)CC1=C(C=CC(=C1)Cl)N(S(=O)(=O)C=1C=CC2=C(C(=C(O2)C(=O)O)C)C1)CC